(trans-cyclohexyl)3-(2-hydroxyethoxy)azetidine C1(CCCCC1)N1CC(C1)OCCO